1,1-Ethanedisulfonyl dichloride C(C)(S(=O)(=O)Cl)S(=O)(=O)Cl